[tert-butyl (dimethyl)silyl]trifluoromethanesulfonate [Si](C)(C)(C(C)(C)C)OS(=O)(=O)C(F)(F)F